2-cyano-5-isopropoxy-N,N-dimethylisonicotinamide C(#N)C=1C=C(C(=O)N(C)C)C(=CN1)OC(C)C